4-(2-hydroxy-3-(pyridin-2-yl)propyl)-2-methyl-N-(1-(2-(1-methyl-1H-pyrazol-4-yl)quinolin-4-yl)cyclopropyl)benzamide OC(CC1=CC(=C(C(=O)NC2(CC2)C2=CC(=NC3=CC=CC=C23)C=2C=NN(C2)C)C=C1)C)CC1=NC=CC=C1